C(#N)C1=C(N=C(S1)CNC=1C(=NN2C1N=C(C=C2)N2CCN(CC2)C(=O)OC(C)(C)C)CC)C2=CC=C(C=C2)F tert-butyl 4-(3-(5-cyano-4-(4-fluorophenyl)thiazol-2-yl)methylamino-2-ethylpyrazolo[1,5-a]pyrimidin-5-yl)piperazine-1-carboxylate